C(#N)C=1C=CC2=CN(N=C2C1O[C@@H]1C[C@H](N(C1)C(=O)OC(C)(C)C)C(=O)OC(C)(C)C)CC1=C2C=CN(C2=C(C=C1C)C)S(=O)(=O)C1=CC=C(C)C=C1 di-tert-butyl (2S,4R)-4-((6-cyano-2-((5,7-dimethyl-1-tosyl-1H-indol-4-yl)methyl)-2H-indazol-7-yl)oxy)pyrrolidine-1,2-dicarboxylate